5-(3-(Difluoromethoxy)phenyl)-N-(3-(piperidin-1-ylmethyl)-1,2,4-thiadiazol-5-yl)thiophene-3-Formamide FC(OC=1C=C(C=CC1)C1=CC(=CS1)C(=O)NC1=NC(=NS1)CN1CCCCC1)F